2-(4-{[(1-methyl-1H-pyrazol-4-yl)methyl]amino}pyrido[3,4-d]pyridazin-1-yl)-5-(trifluoromethyl)phenol CN1N=CC(=C1)CNC=1N=NC(=C2C1C=NC=C2)C2=C(C=C(C=C2)C(F)(F)F)O